N,N'-di-tert-Butoxycarbonyl-N'-(phenylvinylthio)guanidine C(C)(C)(C)OC(=O)NC(=N)N(SC=CC1=CC=CC=C1)C(=O)OC(C)(C)C